N(=C=S)C1=NN(C(=C1)C(C(F)(F)F)(F)F)[C@H]1COCC1 (R)-3-isothiocyanato-5-(perfluoroethyl)-1-(tetrahydrofuran-3-yl)-1H-pyrazole